CO[C@@]1([C@@H]([C@H]([C@H](O)O[C@@H]1C(=O)O)O)O)O 4-methoxy-β-glucuronic acid